The molecule is the conjugate base of 3'-O-methyltricetin arising from selective deprotonation of the 7-OH position; major species at pH 7.3. It is a conjugate base of a 3'-O-methyltricetin. COC1=CC(=CC(=C1[O-])O)C2=CC(=O)C3=C(C=C(C=C3O2)O)O